(3-acetyl-5-(2-ethylpyrimidin-5-yl)-1H-indazol-1-yl)acetic acid C(C)(=O)C1=NN(C2=CC=C(C=C12)C=1C=NC(=NC1)CC)CC(=O)O